C(CCCCCCCCCCCCCCC)O[NH-] N-(hexadecyl)oxyamide